C(C(=C)C)(=O)OCC(=O)[O-] methacryloyloxyacetate